mellitic acid diphenyl ester C1(=CC=CC=C1)OC(C1=C(C(=O)O)C(C(=O)O)=C(C(=O)O)C(C(=O)O)=C1C(=O)OC1=CC=CC=C1)=O